2,2,4,4-tetramethyl-1,3-cyclobutanedimethanol CC1(C(C(C1CO)(C)C)CO)C